The molecule is a cardiotonic steroid secreted by the toad Bufo rubescens and other related species such as Bufo marinus. An endogenous Na/K-ATPase inhibitor, it is a vasoconstrictor with effects similar to digitalis. It has a role as an EC 3.6.3.9 (Na(+)/K(+)-transporting ATPase) inhibitor and an epitope. It is a steroid hormone and an epoxy steroid. It derives from a (5beta)-bufadienolide. C[C@]12CC[C@@H](C[C@]1(CC[C@@H]3[C@@H]2CC[C@]4([C@]35[C@H](O5)C[C@@H]4C6=COC(=O)C=C6)C)O)O